2,2,5,5-Tetramethyl-2,5-disila-1-oxacyclopentane C[Si]1(O[Si](CC1)(C)C)C